ClCCCS(=O)(=O)NC=1C(=NC(=NC1N)C1=NN(C2=C(C=CC=C12)F)CC1=C(C=CC=C1)F)N 3-chloro-N-(4,6-diamino-2-(7-fluoro-1-(2-fluorobenzyl)-1H-indazol-3-yl)pyrimidin-5-yl)propane-1-sulfonamide